Ethyl 3-(tert-butyl)-1-((3,3-difluoro-1-methylcyclobutyl)methyl)-4-(trifluoromethyl)-1H-pyrazole-5-carboxylate C(C)(C)(C)C1=NN(C(=C1C(F)(F)F)C(=O)OCC)CC1(CC(C1)(F)F)C